CN([C@H]1CN(CCC1)C=1C=NC2=CC=C(N=C2C1)C=1C(=NNC1)C1=NC(=CC=C1)C)C (3R)-N,N-dimethyl-1-[6-[3-(6-methyl-2-pyridyl)-1H-pyrazol-4-yl]-1,5-naphthyridin-3-yl]piperidin-3-amine